2-phenyloxyethanol C1(=CC=CC=C1)OCCO